[5-[(1R)-1-(3,5-dichloro-4-pyridyl)ethoxy]-1-tetrahydropyran-2-yl-indazol-3-yl]boronic acid ClC=1C=NC=C(C1[C@@H](C)OC=1C=C2C(=NN(C2=CC1)C1OCCCC1)B(O)O)Cl